1-((2S,3S)-4-bromo-5-chloro-6-fluoro-3-methyl-2-phenyl-2,3-dihydrobenzofuran-2-yl)ethane-1-amine BrC1=C(C(=CC2=C1[C@@H]([C@](O2)(C2=CC=CC=C2)C(C)N)C)F)Cl